N-(2-(5-chloro-1H-indol-3-yl)ethyl)-1-(4-chlorophenyl)-5-methyl-1H-pyrazole-3-carboxamide ClC=1C=C2C(=CNC2=CC1)CCNC(=O)C1=NN(C(=C1)C)C1=CC=C(C=C1)Cl